COC1=C(C=CC=C1)C(C(=O)N)C(=O)N (2-methoxyphenyl)malonamide